OC(=O)C(F)(F)F.FC1(CCC(CC1)C1=C(C(=O)O)C(=CC=C1)COCC1CN(CC12CNC2)C(=O)C=2C=NN(C2)CC2=CC=C(C=C2)F)F 2-(4,4-difluorocyclohexyl)-6-(((6-(1-(4-fluorobenzyl)-1H-pyrazole-4-carbonyl)-2,6-diazaspiro[3.4]octan-8-yl)methoxy)methyl)benzoic acid TFA salt